Cl.FC=1C(=NC(=C(C1)F)C(F)(F)F)N1C(C2(CC1)CCNCC2)=O 2-(3,5-difluoro-6-(trifluoromethyl)pyridin-2-yl)-2,8-diazaspiro[4.5]decan-1-one hydrochloride